C(C)(=O)N[C@H](C(=O)N[C@H](C(=O)O)CCC(C)(C)C)CC1=CNC2=CC=CC=C12 (S)-2-((S)-2-Acetamido-3-(1H-indol-3-yl)propanamido)-5,5-dimethylhexanoic acid